CC=1C=CC(=C(C1)O)C=1N=NC(=C2C1C=NC=C2)N[C@H]2CNCCC2 (R)-5-methyl-2-(1-((piperidin-3-yl)amino)pyrido[3,4-d]pyridazin-4-yl)phenol